(2-(9H-carbazol-9-yl)ethyl)phosphonic acid C1=CC=CC=2C3=CC=CC=C3N(C12)CCP(O)(O)=O